C1(CC1)C1=NC=NC(=C1C=1N=CC2=C(N(C3=CC(=CC=C23)C#N)CC2=CC3=C(C=4N(CCC3)C=C(N4)C(F)(F)F)C=C2)N1)OC 2-(4-cyclopropyl-6-methoxypyrimidin-5-yl)-9-((2-(trifluoromethyl)-6,7-dihydro-5H-benzo[c]imidazo[1,2-a]azepin-9-yl)methyl)-9H-pyrimido[4,5-b]indole-7-carbonitrile